NC1=NC2=C(C=3N1N=C(N3)C=3OC=CC3)C=NN2C(C(=O)NCC2=NC(=CC=C2)F)(C)C2=CC=CC=C2 2-(5-amino-2-(furan-2-yl)-7H-pyrazolo[4,3-e][1,2,4]triazolo[1,5-c]pyrimidin-7-yl)-N-((6-fluoropyridin-2-yl)methyl)-2-phenylpropanamide